BrC1=CC=C(C=C1)C12C(C3=C(C=NC=C3)O1)(C(C(C2C2=CC=CC=C2)C(=O)N(C)C)O)O 7a-(4-bromophenyl)-4b,5-dihydroxy-N,N-dimethyl-7-phenyl-4b,6,7,7a-tetrahydro-5H-cyclopenta[4,5]furo[2,3-c]pyridine-6-carboxamide